N-((1R,2S,5R)-2-((3S)-3-((4-(3-(tert-butyl)-2H-azirin-2-yl)-1,3,5-triazin-2-yl)amino)-2-oxopyrrolidin-1-yl)-5-(tert-butylamino)cyclohexyl)acetamide C(C)(C)(C)C=1C(N1)C1=NC(=NC=N1)N[C@@H]1C(N(CC1)[C@@H]1[C@@H](C[C@@H](CC1)NC(C)(C)C)NC(C)=O)=O